FC1=C(C=C(C=C1)F)C1=C(C(=NC=C1)C1OCC(CC1)(F)F)NC(=O)C=1C=NC(=NC1)OCC N-(4-(2,5-difluorophenyl)-2-(5,5-difluorotetrahydro-2H-pyran-2-yl)pyridin-3-yl)-2-ethoxypyrimidine-5-carboxamide